FC1(C(N=C(C2=CC=CC=C12)C=1C(NC2=CC=CC=C2C1)=O)(C)C)F 3-(4,4-difluoro-3,3-dimethyl-3,4-dihydroisoquinolin-1-yl)quinolone